2-(dipyrrole-2-yl)methyl-mesitylene N1C(=CC=C1)C(C1=C(C=C(C=C1C)C)C)C=1NC=CC1